7-chloro-1-methyl-3-(2-methylpyridin-3-yl)-1,6-naphthyridin-2-one ClC1=NC=C2C=C(C(N(C2=C1)C)=O)C=1C(=NC=CC1)C